4,4-Difluoro-1-(5H-imidazo[5,1-a]isoindol-5-yl)cyclohexan-1-ol FC1(CCC(CC1)(O)C1N2C(C3=CC=CC=C13)=CN=C2)F